N-isopropyl-2-(5-methoxy-1H-indol-3-yl)-N-(2-methoxybenzyl)acetamide C(C)(C)N(C(CC1=CNC2=CC=C(C=C12)OC)=O)CC1=C(C=CC=C1)OC